4-[(2S)-2-(hydroxymethyl)pyrrolidin-1-yl]-1H-pyrrolo[2,3-b]pyridine OC[C@H]1N(CCC1)C1=C2C(=NC=C1)NC=C2